O1COC2=C1C=CC(=C2)CNO N-(benzo[d][1,3]dioxol-5-ylmethyl)-hydroxylamine